BrC=1C=C(C(=NC1)NCC1=CC(=C(C=C1)OCC1=CC=C(C=C1)OC)OC)[N+](=O)[O-] 5-bromo-N-(3-methoxy-4-((4-methoxybenzyl)oxy)benzyl)-3-nitropyridin-2-amine